COC=1C=C2C(=NC(=NC2=CC1OCCCN1CCCC1)N1CCN(CCC1)C)N1C(CCCC1)O 1-(6-methoxy-2-(4-methyl-1,4-diazepan-1-yl)-7-(3-(pyrrolidin-1-yl)propoxy)quinazolin-4-yl)piperidin-2-ol